N1(CC(C(C1)C(=O)OC(CCC\C=C/CCCCC)CCC\C=C/CCCCC)C(=O)OC(CCC\C=C/CCCCC)CCC\C=C/CCCCC)C(=O)OC(C)(C)C 1-tert-butyl 3,4-bis[(6Z,15Z)-henicosa-6,15-dien-11-yl] pyrrolidine-1,3,4-tricarboxylate